[N+](=O)([O-])C=1C(=C2CCC(C2=CC1)O)OC1=CC=C(C=C1)C1=CC=CC=C1 5-nitro-4-(4-phenylphenoxy)-2,3-dihydro-1H-inden-1-ol